C(C)(C)(C)C=1C=CC(=C(C1)S(=O)(=O)NC(=O)C=1C=C2C=CN(C2=CC1)CC1=NC=CC=C1)OC N-((5-(tert-butyl)-2-methoxyphenyl)sulfonyl)-1-(pyridin-2-yl-methyl)-1H-indole-5-carboxamide